4-(cyclohexyloxy)-6-(1H-pyrazol-1-yl)-N-(1H-pyrrol-2-yl)-1,3,5-triazin-2-amine C1(CCCCC1)OC1=NC(=NC(=N1)N1N=CC=C1)NC=1NC=CC1